ClC1=NC=C(C(=C1)N1C(C=C(C=C1C)O)=O)CF 2'-chloro-5'-(fluoromethyl)-4-hydroxy-6-methyl-2H-[1,4'-bipyridine]-2-one